NC([C@H](CCCCNC(OC12CC3(CC(CC(C1)C3)C2)N)=O)NC(OCC2=CC=CC=C2)=O)=O 3-aminoadamantan-1-yl benzyl ((S)-6-amino-6-oxohexane-1,5-diyl)dicarbamate